[N+](=O)([O-])C1=CC=C(OC(=O)C=2NC3=CC=C(C=C3C2)CP(O)(O)=O)C=C1 [2-(4-nitrophenoxycarbonyl)-1H-indol-5-yl]methylphosphonic acid